ClC1=CC=C(C=N1)N1N=C(C(=C1)C=O)C(=O)OCC ethyl 1-(6-chloropyridin-3-yl)-4-formyl-1H-pyrazole-3-carboxylate